N-cyclobutyl-5-(5-methyl-1H-1,2,3,4-tetrazol-1-yl)-2-nitroaniline C1(CCC1)NC1=C(C=CC(=C1)N1N=NN=C1C)[N+](=O)[O-]